FC=1C(=CC=2C3=C(C=NC2C1)C=NN3C)C(=O)N 7-fluoro-1-methyl-1H-pyrazolo[4,3-c]quinoline-8-carboxamide